4-fluoro-5-((5-(3-(5-(2-hydroxypropan-2-yl)-1H-pyrazol-3-yl)cyclopentyl)-1H-pyrazol-3-yl)amino)-2,3-dihydrobenzo[d]isothiazole 1,1-dioxide FC1=C(C=CC2=C1CNS2(=O)=O)NC2=NNC(=C2)C2CC(CC2)C2=NNC(=C2)C(C)(C)O